N-(2-(6,7-difluoro-1H-indol-3-yl)ethyl)-N-isopropyl-2-methylpropan-1-amine FC1=CC=C2C(=CNC2=C1F)CCN(CC(C)C)C(C)C